2,5-dimethyldodecane CC(C)CCC(CCCCCCC)C